N-(6-(4-(2-(3-chloro-4-(2-chloroethoxy)-5-cyanophenyl)propan-2-yl)phenyl)quinazolin-2-yl)methanesulfonamide ClC=1C=C(C=C(C1OCCCl)C#N)C(C)(C)C1=CC=C(C=C1)C=1C=C2C=NC(=NC2=CC1)NS(=O)(=O)C